C(C1=CC=CC=C1)O[C@@H]1[C@@](O[C@@H]2OC(O[C@@H]21)(C)C)(C(C)F)COCC2=CC=CC=C2 (3aR,5R,6S,6aR)-6-(benzyloxy)-5-((benzyloxy)methyl)-5-(1-fluoroethyl)-2,2-dimethyltetrahydrofuro[2,3-d][1,3]dioxole